ClC(C)SC=1SC2=C(N1)C=CC=C2 2-((1-chloroethyl)thio)benzo[d]thiazole